4,10-Bis[(3-pyrazolyl)methyl]-7,16,19,24-tetraoxa-1,4,10,13-tetraazabicyclo[11.8.5]hexacosane N1N=C(C=C1)CN1CCN2CCOCCOCCN(CCN(CCOCC1)CC1=NNC=C1)CCOCC2